C(C)(=O)[O-].C(CCCCCCCCCCCCCCC)[N+](C)(C)CCCCCCCCCCCCCCCC bis(hexadecyl)dimethyl-ammonium acetate